N-(3-(dimethylamino)benzyl)-4-((dimethylamino)methyl)-N-(3-methoxybenzyl)oxazol-2-amine CN(C=1C=C(CN(C=2OC=C(N2)CN(C)C)CC2=CC(=CC=C2)OC)C=CC1)C